FS(=O)(=O)F Bis-fluorosulfone